CC1=NC(=CC(=C1)C=1C=CC2=C(CN(CCC2(C)C)CC2=NC(=CC=C2)C)C1)C 8-(2,6-dimethylpyridin-4-yl)-5,5-dimethyl-2-((6-methylpyridin-2-yl)methyl)-2,3,4,5-tetrahydro-1H-benzo[c]azepine